NC[C@@H](O)C=1C=CC(=NC1)C1=C(C=C(C#N)C=C1)OC1=NC(=NC(=C1)C1=NC=CC=C1)C 4-[5-[(1S)-2-amino-1-hydroxyethyl]pyridin-2-yl]-3-(2-methyl-6-pyridin-2-ylpyrimidin-4-yl)oxybenzonitrile